(12aR)-12-[bis(4-fluorophenyl) methyl]-6,8-dioxo-3,4,12,12a-tetrahydro-1H-[1,4]oxazino[3,4-c]pyrido[2,1-f][1,2,4]triazin-7-yl methyl carbonate C(OC=1C(C=CN2N([C@H]3N(C(C21)=O)CCOC3)C(C3=CC=C(C=C3)F)C3=CC=C(C=C3)F)=O)(OC)=O